The molecule is an organic cation that is the conjugate acid of demethylmacrocin, obtained by protonation of the tertiary amino group; major species at pH 7.3. It is an ammonium ion derivative and an organic cation. It is a conjugate base of a demethylmacrocin. CC[C@@H]1[C@H](/C=C(/C=C/C(=O)[C@@H](C[C@@H]([C@@H]([C@H]([C@@H](CC(=O)O1)O)C)O[C@H]2[C@@H]([C@H]([C@@H]([C@H](O2)C)O[C@H]3C[C@@]([C@H]([C@@H](O3)C)O)(C)O)[NH+](C)C)O)CC=O)C)\\C)CO[C@H]4[C@@H]([C@@H]([C@@H]([C@H](O4)C)O)O)O